C1(CC1)C1=CC(=C(C(=C1)C)N1N=C2N=C(NC(C2=C1)=O)[C@]1(COCC1)F)C 2-(4-cyclopropyl-2,6-dimethylphenyl)-6-[(3R)-3-fluorooxolan-3-yl]-2,5-dihydro-4H-pyrazolo[3,4-d]pyrimidin-4-one